C(C1=CC=CC=C1)=N N-benzylideneamine